COC(C1CCN(CC1)C1=CC=C(C=C1)[C@@H]1C2(CCC3=CC(=CC=C13)O)CCCC2)OC (S)-1'-(4-(4-(Dimethoxymethyl)piperidin-1-yl)phenyl)-3',4'-dihydro-1H-spiro[cyclopentane-1,2'-naphthalen]-6'-ol